(3R)-1-[7-chloro-5-cyclopropyl-8-fluoro-2-[[1-(hydroxymethyl)cyclopropyl]methoxy]pyrido[4,3-d]pyrimidin-4-yl]-3-methyl-piperidin-3-ol ClC1=C(C=2N=C(N=C(C2C(=N1)C1CC1)N1C[C@@](CCC1)(O)C)OCC1(CC1)CO)F